N,N-dimethyl-4-Aminopyridine CN(C)C1=CC=NC=C1